(1S,2R,4aS,6aS,6bR,13aR,13bR)-1,2,6a,6b,9,9,13a-heptamethyl-10-(m-tolyl)-2,3,4,4a,5,6,6a,6b,7,8,8a,9,10,13,13a,13b,14,15b-octadecahydro-1H-chryseno[1,2-f]indazole-4a-carboxylic acid C[C@H]1[C@@H](CC[C@@]2(CC[C@]3([C@@]4(CCC5[C@](CC=6C=NN(C6C5(C)C)C=5C=C(C=CC5)C)([C@H]4CC=C3C12)C)C)C)C(=O)O)C